{4-[7-(1-{4-[3-(5-tert-butyl-2H-pyrazol-3-yl)-ureido]-phenyl} 1H-benzimidazol-5-yloxy)-hept-1-yl]-1-oxo-1,3-dihydro-isoindol-2-yl}-2,6-dioxopiperidin-1-ylmethyl 2,2-dimethylpropionate CC(C(=O)OC(N1C(CCCC1=O)=O)N1C(C2=CC=CC(=C2C1)CCCCCCCOC1=CC2=C(N(C=N2)C2=CC=C(C=C2)NC(=O)NC=2NN=C(C2)C(C)(C)C)C=C1)=O)(C)C